6-[4-(1,1-difluoroethyl)phenyl]-5-[4-[(3S)-1-(3-fluoropropyl)pyrrolidin-3-yl]oxyphenyl]-8,9-dihydro-7H-benzo[7]annulen-2-ol FC(C)(F)C1=CC=C(C=C1)C1=C(C2=C(CCC1)C=C(C=C2)O)C2=CC=C(C=C2)O[C@@H]2CN(CC2)CCCF